BrC=1C=C2C=CN(C2=CC1)C1=NOC(=N1)C1=CC(=C(C=C1)OC(C)C)Cl 3-(5-bromo-1H-indol-1-yl)-5-(3-chloro-4-isopropoxyphenyl)-1,2,4-oxadiazole